N1(CCCC1)CCOC(=O)OC(C(=O)OCCCCCCCC(OC(CCCCCC)CCCCCCCC)=O)CCC(=O)OCCCCCCCC(OC(CCCCCC)CCCCCCCC)=O bis(8-oxo-8-(pentadecan-7-yloxy)octyl) 2-(((2-(pyrrolidin-1-yl)ethoxy)carbonyl)oxy)pentanedioate